CCC(CCCCCC)CC(C)=O gamma-nonylacetone